tert-butyl ((trans)-4-((3-(((4,6-dimethyl-2-oxo-1,2-dihydropyridin-3-yl)methyl)carbamoyl)-5-(6-(2-hydroxyethoxy)pyridin-3-yl)-2-methylphenyl)(ethyl)amino)cyclohexyl)carbamate CC1=C(C(NC(=C1)C)=O)CNC(=O)C=1C(=C(C=C(C1)C=1C=NC(=CC1)OCCO)N([C@@H]1CC[C@H](CC1)NC(OC(C)(C)C)=O)CC)C